C1CC12C1(CC1)C2CCO 2-(dispiro[2.0.24.13]heptan-7-yl)-ethan-1-ol